C(C)(C)(C)OC(NC12CC(C1)(C2)C=2N=NNC2)=O (3-(1H-1,2,3-triazol-4-yl)bicyclo[1.1.1]Pent-1-yl)carbamic acid tert-butyl ester